BrC1=CC=C(C2=C1OCO2)CC2=NC1=C(N2C[C@H]2OCC2)C=C(C=C1)C(=O)[O-] (S)-2-((7-bromobenzo[d][1,3]dioxolan-4-yl) methyl)-1-(oxetan-2-ylmethyl)-1H-benzo[d]imidazole-6-carboxylate